OC=1C=CC=C2C=CC=C(C12)CC(C(C)(C)C)=O 1-(8-hydroxynaphthalen-1-yl)-3,3-dimethylbutan-2-one